CN(CCCNC1=NC2=C(C3=CN=CC=C13)N=C1N2C=NC=C1)C N1,N1-dimethyl-N3-(pyrimido[6',1':2,3]imidazo[4,5-c][2,6]naphthyridin-5-yl)propane-1,3-diamine